NC1=CC(COC1)=O 5-amino-2,6-dihydropyran-3-one